C(CCC)C1C(=NN(C1(C(=O)NCC1=CC(=C(C=C1)O)OC)C)C1=CC=CC=C1)C1=CC=C(C=C1)F 4-butyl-3-(4-fluorophenyl)-N-(4-hydroxy-3-methoxybenzyl)-5-methyl-1-phenyl-4,5-dihydro-1H-pyrazole-5-carboxamide